OC(C(C=CC=1C=CC=2N(C3=CC=CC=C3C2C1)CCCCCCCC)=O)(C)C 4-hydroxy-4-methyl-1-(9-octyl-9H-carbazol-3-yl)pent-1-en-3-one